(2-(4-(dimethylamino)phenyl)-1H-imidazol-4-yl)(4-fluorophenyl)methanone CN(C1=CC=C(C=C1)C=1NC=C(N1)C(=O)C1=CC=C(C=C1)F)C